tert-butyl 5-cyclopropyl-4,4-dimethyl-2,2-dioxo-oxathiazolidine-3-carboxylate C1(CC1)C1C(N(S(O1)(=O)=O)C(=O)OC(C)(C)C)(C)C